4-(AMINOMETHYL)-5-CYCLOPROPOXYPICOLINALDEHYDE NCC1=CC(=NC=C1OC1CC1)C=O